3-[(Benzo[d][1,3]dioxolan-4-yl)-oxy]-3-(3-fluorophenyl)-N,N-dimethylpropylamine O1COC2=C1C=CC=C2OC(CCN(C)C)C2=CC(=CC=C2)F